OC(COCCOC1=CC=CC(=N1)NC=1C=C2C(=CN=C(C2=CN1)NC)C=1OC2=C(N1)C=C(C=C2)O)C 2-(6-((6-(2-(2-hydroxypropoxy)ethoxy)pyridin-2-yl)amino)-1-(methylamino)-2,7-naphthyridin-4-yl)benzo[d]oxazol-5-ol